(Z)-ethyl 2-(hydroxyimino)-3-oxopentanoate O\N=C(/C(=O)OCC)\C(CC)=O